N1(N=CN=C1)C1=CC=C(C=O)C=C1 4-(1H-1,2,4-triazol-1-yl)benzaldehyde